N=S(=O)(C1=CC(=CC=C1)OC(F)(F)F)C1=CC(=CC=C1)OC(F)(F)F iminobis(3-(trifluoromethoxy)phenyl)-λ6-sulfanone